C(CCC)(C=1C(=CC(=C(C1)C(C)(C)C)O)C)C=1C(=CC(=C(C1)C(C)(C)C)O)C 4,4'-butylidene-bis-(6-t-butyl-m-cresol)